cyclodisilazaneselon N1[Si](N[SiH2]1)=[Se]